2H-pyrido[3,2-b][1,4]oxazin O1C2=C(N=CC1)N=CC=C2